methyl (R)-2-((R)-2-((R)-1-(2-(2,5-dichlorobenzamido) acetamido)-3-methylbutyl)-5-oxo-1,3,2-dioxaborolan-4-yl)-2-hydroxyacetate ClC1=C(C(=O)NCC(=O)N[C@@H](CC(C)C)B2OC([C@H](O2)[C@H](C(=O)OC)O)=O)C=C(C=C1)Cl